N-[3-(dimethylamino)propyl]Myristamide CN(CCCNC(CCCCCCCCCCCCC)=O)C